C(OCCCCCN(CCO)CCCCCCCC(OCCCC\C=C/CC)OCCCC\C=C/CC)([O-])=O (5-((8,8-bis(((Z)-oct-5-en-1-yl) oxy) octyl) (2-hydroxyethyl) amino) pentyl) carbonate